4-amino-7-{(1R)-1-[1-(2-fluorophenyl)-1H-pyrazol-4-yl]propyl}-5-[2-(trifluoromethyl)pyrimidin-5-yl]-7H-pyrrolo[2,3-d]pyrimidine-6-carbonitrile NC=1C2=C(N=CN1)N(C(=C2C=2C=NC(=NC2)C(F)(F)F)C#N)[C@H](CC)C=2C=NN(C2)C2=C(C=CC=C2)F